COC1=C(OCCOCCOCCOCCOCC(=O)OCC)C=C(C(=C1)C)[N+](=O)[O-] 1-Ethyl 2-[2-[2-[2-[2-(2-methoxy-4-methyl-5-nitro-phenoxy)ethoxy]ethoxy]ethoxy]ethoxy]acetate